N-(4-cyanobenzyl)-8-((1-(N-methoxy-N-methylsulfamoyl)cyclopropyl)methoxy)-1-methyl-2-oxo-1,2-dihydro-1,7-naphthyridine-3-carboxamide C(#N)C1=CC=C(CNC(=O)C=2C(N(C3=C(N=CC=C3C2)OCC2(CC2)S(N(C)OC)(=O)=O)C)=O)C=C1